3,4-dichloro-N-[(3S,6R)-6-{5-[2-(trifluoro-methoxy)ethoxy]-1,3,4-oxadiazol-2-yl}piperidin-3-yl]benzamide ClC=1C=C(C(=O)N[C@@H]2CN[C@H](CC2)C=2OC(=NN2)OCCOC(F)(F)F)C=CC1Cl